B([O-])([O-])OB([O-])[O-].[NH4+].[NH4+].[NH4+].[NH4+] Ammonium diborate